(S)-N-(2-(1-cyclopropyl-2-hydroxy-2-methylpropyl)-3-oxoisoindolin-4-yl)benzo[d]thiazole-7-carboxamide C1(CC1)[C@@H](C(C)(C)O)N1CC2=CC=CC(=C2C1=O)NC(=O)C1=CC=CC=2N=CSC21